8-bromo-3,4-dihydronaphthalene-1(2H)-one BrC=1C=CC=C2CCCC(C12)=O